ClC1=CC2=C(N=C(S2)C=2C=C(C(=O)OC)C=C(C2)F)C=C1C(F)(F)F methyl 3-(6-chloro-5-(trifluoromethyl) benzo[d]thiazol-2-yl)-5-fluorobenzoate